C1(CC1)CNCC=1C=C2C(N(C=NC2=C(C1)C(F)(F)F)C1=C(C=CC(=C1)C1(CC(C1)C)C1=NN=CN1C)F)=O 6-(((Cyclopropylmethyl)amino)methyl)-3-(2-fluoro-5-((1s,3s)-3-methyl-1-(4-methyl-4H-1,2,4-triazol-3-yl)cyclobutyl)phenyl)-8-(trifluoromethyl)quinazolin-4(3H)-one